CO\C=C(\C(=O)OC)/OC1=C(C=CC(=C1)C=1C(=NNC1)C(F)(F)F)C methyl (Z)-3-methoxy-2-[2-methyl-5-[3-(trifluoromethyl)pyrazol-yl]phenoxy]prop-2-enoate